5-(4,4,5,5-tetramethyl-1,3,2-dioxaborolan-2-yl)-1,2-thiazole CC1(OB(OC1(C)C)C1=CC=NS1)C